4-((2-(((4,4-difluoro-2-methyltetrahydrofuran-2-yl)(3,6-difluoropyridin-2-yl)methyl)amino)-3,4-dioxocyclobut-1-en-1-yl)amino)-3-hydroxy-N,N-dimethylpicolinamide FC1(CC(OC1)(C)C(C1=NC(=CC=C1F)F)NC1=C(C(C1=O)=O)NC1=C(C(=NC=C1)C(=O)N(C)C)O)F